methyl (E)-2-[2-(3-n-propoxyphenoxy) phenyl]-3-methoxyacrylate C(CC)OC=1C=C(OC2=C(C=CC=C2)/C(/C(=O)OC)=C\OC)C=CC1